C(C1=CC=CC=C1)OCCN1CCC(C2=CC=C(C=C12)C)NC(=O)C=1C(NC(=CC1)C(F)(F)F)=O N-(1-(2-(benzyloxy)ethyl)-7-methyl-1,2,3,4-tetrahydroquinolin-4-yl)-2-oxo-6-(trifluoromethyl)-1,2-dihydropyridine-3-carboxamide